CN1[C@@H](CCC1)COC1=NC(=CC(=N1)C(=O)NC1=C2C=NN(C2=CC=C1)C1OCCCC1)N1CCN(CC1)C(C=C)=O 2-[[(2S)-1-methylpyrrolidin-2-yl]methoxy]-6-(4-prop-2-enoylpiperazin-1-yl)-N-(1-tetrahydropyran-2-ylindazol-4-yl)pyrimidine-4-carboxamide